N[C@@H](C)C(=O)OC(=O)OC(CCC)(C)C ethyl(tert-butoxycarbonyl) alaninate